C(C)(C)(C)P(N1C=CC2=CC=CC=C12)CC1=NC2=CC=CC=C2N=C1CP(N1C=CC2=CC=CC=C12)C(C)(C)C 2,3-bis((tert-butyl-(1H-indol-1-yl)phosphino)methyl)quinoxaline